(3S)-3-hydroxypiperidin O[C@@H]1CNCCC1